C1(CCC1)C1=NC=C(C=C1)O cyclobutyl-5-hydroxypyridin